C1(CC1)CCNCC1=CC2=C(C(N(C=C2C(F)(F)F)C2=CC(=CC=C2)C2(CC(C2)C)C2=NN=CN2C)=O)N1 2-(((2-cyclopropylethyl)amino)methyl)-6-(3-((1s,3s)-3-methyl-1-(4-methyl-4H-1,2,4-triazol-3-yl)cyclobutyl)phenyl)-4-(trifluoromethyl)-1,6-dihydro-7H-pyrrolo[2,3-c]pyridin-7-one